NC=1C(=CC(=C(C1)NC1=NC=C(C(=N1)N1CC(C2=NC(=CC=C21)C)(C)C)C(=O)OC(C)C)OC(C)C)N(C)CCN(C)C isopropyl 2-((5-amino-4-((2-(Dimethylamino)ethyl)(methyl)amino)-2-isopropoxyphenyl)amino)-4-(3,3,5-trimethyl-2,3-dihydro-1H-pyrrolo[3,2-b]pyridin-1-yl)pyrimidine-5-carboxylate